O1CCN(CC1)C=1OC=2C(=NC=C(C2)N)N1 2-morpholinooxazolo[4,5-b]pyridin-6-amine